[N+](=O)([O-])C1=CC=C(CON2C(N(C=C2)OCC2=CC=C(C=C2)[N+](=O)[O-])C)C=C1 1,3-bis-[4-nitrobenzyloxy]-2-methylimidazole